methyl 2-(1-(((benzyloxy)carbonyl)amino) cyclopropyl)-5-hydroxy-1-methyl-6-oxo-1,6-dihydropyrimidine-4-carboxylate C(C1=CC=CC=C1)OC(=O)NC1(CC1)C=1N(C(C(=C(N1)C(=O)OC)O)=O)C